CN1C2=C(C=C(C=C2)C(=O)N(CCC(=O)NCCCCN)C3=CC=CC=N3)N=C1CNC4=CC=C(C=C4)C(=N)N The molecule is the monocarboxylic acid amide formed from dabigatran by reaction of the carboxy group of its beta-alanine moiety with putrecine. It has a role as a hapten and an immunogen. It derives from a dabigatran and a putrescine.